[N+](=[N-])=CC(CC[C@@H](C(SC(C([2H])([2H])[2H])C)=O)NC([C@H](C)OC([2H])([2H])[2H])=O)=O S-(propan-2-yl-1,1,1-d3) (2S)-6-diazo-2-((S)-2-(methoxy-d3)propanamido)-5-oxohexanethioate